C(C)C1=NNC(N1CC)=O 3,4-diethyl-1H-1,2,4-triazol-5(4H)-one